(+)-N-(1-(1H-imidazol-4-yl)ethyl)-2-(pyridin-3-yl)aniline N1C=NC(=C1)C(C)NC1=C(C=CC=C1)C=1C=NC=CC1